4-(3-amino-2,5-dimethylpyridin-4-yl)-2-chloro-5-fluoro-N-(2-(trifluoromethyl)pyridin-4-yl)benzamide NC=1C(=NC=C(C1C1=CC(=C(C(=O)NC2=CC(=NC=C2)C(F)(F)F)C=C1F)Cl)C)C